C1(CCCC1)N1C(C2(C(N(CC2)C)=O)CC2=C1N=C(N=C2)S(=O)(=O)C)=O 8-cyclopentyl-1'-methyl-2-(methylsulfonyl)-5H-spiro[pyrido[2,3-d]pyrimidine-6,3'-pyrrolidine]-2',7(8H)-dione